5-cyclopropyl-1-(4-carbonyl-4H-pyrido[1,2-a]pyrimidin-9-yl)-1H-pyrazole-4-carboxylic acid C1(CC1)C1=C(C=NN1C1=CC=CN2C1=NC=CC2=C=O)C(=O)O